CC1CN(C=2C=CC3=C(C12)C=CC=C3SC)C(=O)OC(C)(C)C tert-butyl 1-methyl-6-(methylthio)-1,2-dihydro-3H-benzo[e]indole-3-carboxylate